propenyl vinylacetate C(=C)CC(=O)OC=CC